FC(N1N=CC(=C1C1=CC=2N(C=C1)N=C(C2)NC2=NN(C(C(=C2)C)=O)C)OC[C@@H]2N(CC2)C(=O)OC(C)(C)C)F Tert-butyl (R)-2-(((1-(difluoromethyl)-5-(2-((1,5-dimethyl-6-oxo-1,6-dihydropyridazin-3-yl)amino)pyrazolo[1,5-a]pyridin-5-yl)-1H-pyrazol-4-yl)oxy)methyl)azetidine-1-carboxylate